indium Iron [Fe].[In]